C(C=C=C)(=O)OC1CCCCC1 3-cyclohexyl butadienoate